3-[2-(1-cyclopropyl-6-fluoro-1,3-benzodiazol-5-yl)ethynyl]-1-[(3S,5R)-5-[(1S)-1-hydroxyethyl]-1-(prop-2-enoyl)pyrrolidin-3-yl]-5-(methylamino)pyrazole-4-carboxamide C1(CC1)N1C=NC2=C1C=C(C(=C2)C#CC2=NN(C(=C2C(=O)N)NC)[C@@H]2CN([C@H](C2)[C@H](C)O)C(C=C)=O)F